2-(2,6-Dioxohexahydropyridin-3-yl)-4-(piperazin-1-yl)isoindole-1,3-dione hydrochloride Cl.O=C1NC(CCC1N1C(C2=CC=CC(=C2C1=O)N1CCNCC1)=O)=O